silver styrenesulfonate C(=CC1=CC=CC=C1)S(=O)(=O)[O-].[Ag+]